COC1=CC=C(C=C1)CN(S(=O)(=O)C1=CC(=C(C=C1)OC(NC1=NC=C(C=C1)C(F)(F)F)=O)B1OC(C(O1)(C)C)(C)C)C [4-[(4-methoxyphenyl)methyl-methyl-sulfamoyl]-2-(4,4,5,5-tetramethyl-1,3,2-dioxaborolan-2-yl)phenyl]-N-[5-(trifluoromethyl)-2-pyridyl]carbamate